5-bromo-2-morpholino-6-oxopyrimidin BrC1=CN=C(NC1=O)N1CCOCC1